Isoguanosine [C@@H]1([C@H](O)[C@H](O)[C@@H](CO)O1)N1C=NC2=C(N)NC(=O)N=C12